tert-butyl (2SR,3RS)-3-{4-[2-(2-ethoxyethoxy)ethoxy]phenyl}oxirane-2-carboxylate C(C)OCCOCCOC1=CC=C(C=C1)[C@@H]1[C@H](O1)C(=O)OC(C)(C)C |r|